N1=CC=C(C2=CC=CC=C12)C(C(=O)O)C (quinolin-4-yl)propionic acid